C1(CC=CCC1)CC[Si](OC)(OC)OC [2-(3-cyclohexenyl)ethyl]Trimethoxysilane